C1(=C(C(=CC(=C1)C)C)N1C(N(C(=C1C)C)CC1=C(C=C(C=C1C)C)C)=[Cu-2]Cl)C 1-mesityl-4,5-dimethyl-3-(2,4,6-trimethylbenzyl)-imidazol-2-ylidenecopper(I) chloride